FC(CN1CCC(CC1)CN1N=CC2=C1N(C(C=1C=C(C=CC21)C)=O)C)F 3-((1-(2,2-difluoroethyl)piperidin-4-yl)methyl)-4,7-dimethyl-3,4-dihydro-5H-pyrazolo[3,4-c]isoquinolin-5-one